(S)-5-((4-((2-hydroxy-1-phenylethyl)amino)-5-(3-(2-hydroxypropan-2-yl)-1,2,4-oxadiazol-5-yl)pyrimidin-2-yl)amino)-2,3,3-trimethylisoindolin-1-one OC[C@H](C1=CC=CC=C1)NC1=NC(=NC=C1C1=NC(=NO1)C(C)(C)O)NC=1C=C2C(N(C(C2=CC1)=O)C)(C)C